FC=1C=C(C=CC1)C1=C(OC2=CC=CC=C2C1=O)[C@H](CC)NC1=C2N=C(NC2=NC=N1)O (S)-3-(3-Fluorophenyl)-2-(1-((8-hydroxy-9H-purin-6-yl)amino)propyl)-4H-chromen-4-on